2-((tert-butyloxycarbonylamino)ethyl)picolinate C(C)(C)(C)OC(=O)NCCC1(NC=CC=C1)C(=O)[O-]